chloro-N-(3-(5-cyclopropylpyrazin-2-yl)-4-fluorophenyl)-N-methyl-[1,2,4]triazolo[4,3-a]quinazolin-5-amine ClC1=NN=C2N1C1=CC=CC=C1C(=N2)N(C)C2=CC(=C(C=C2)F)C2=NC=C(N=C2)C2CC2